NCCCNC(C1=C(C=C(C=C1)NC=1C=2N(C=CN1)C(=CN2)C2=C(C(=C(C=C2)OC)F)Cl)CC)=O N-(3-aminopropyl)-4-[[3-(2-chloro-3-fluoro-4-methoxyphenyl)imidazo[1,2-a]pyrazin-8-yl]amino]-2-ethyl-benzamide